N-(1-((2-(dimethylamino)ethyl)-amino)-2-methyl-1-oxopropan-2-yl)-4-(4-(2-methyl-5-((2S,3R,4R,5S,6R)-3,4,5-trihydroxy-6-(methylthio)tetrahydro-2H-pyran-2-yl)benzyl)phenyl)butanamide CN(CCNC(C(C)(C)NC(CCCC1=CC=C(C=C1)CC1=C(C=CC(=C1)[C@@H]1O[C@@H]([C@H]([C@@H]([C@H]1O)O)O)SC)C)=O)=O)C